C(C1=C(C(=CC(=C1)C(C)(C)C)C(C)(C)C)O)C1=C(C(=CC(=C1)C(C)(C)C)C(C)(C)C)O 2,2'-Methylenbis(4,6-di-tertbutylphenol)